N-{2,8-dimethylimidazo[1,2-a]pyrazin-6-yl}-4-ethoxy-2-[(3S)-3-methylpiperazin-1-yl]pyrimidine-5-carboxamide CC=1N=C2N(C=C(N=C2C)NC(=O)C=2C(=NC(=NC2)N2C[C@@H](NCC2)C)OCC)C1